N=1C=CN2N=C(C=CC21)C2=CNC=1N=C(N=CC12)NC1CC(C1)(C)N1C(CCC1)=O 1-((1r,3r)-3-((5-(imidazo[1,2-b]pyridazin-6-yl)-7H-pyrrolo[2,3-d]pyrimidin-2-yl)amino)-1-methylcyclobutyl)pyrrolidin-2-one